5-(5H-imidazo[5,1-a]isoindol-5-yl)-N-methyl-4-oxo-4,5,6,7-tetrahydrobenzo[d]thiazole-2-carboxamide C=1N=CN2C1C1=CC=CC=C1C2C2CCC1=C(N=C(S1)C(=O)NC)C2=O